NC1=CC=C(C=N1)N1C[C@H](CCC1)N(CC1=CC(=NC=C1)OC)CC1=CN2C3=C(C(=C(C=C3C1=O)F)N1CCOCC1)OCC2C 6-((((S)-1-(6-aminopyridin-3-yl)piperidin-3-yl)((2-methoxypyridin-4-yl)methyl)amino)methyl)-9-fluoro-3-methyl-10-morpholino-2H-[1,4]oxazino[2,3,4-ij]quinolin-7(3H)-one